3-((5-(trifluoromethyl)pyridin-2-yl)oxy)phenyl(1,2,4-oxadiazol-5-yl)propanoate FC(C=1C=CC(=NC1)OC=1C=C(C=CC1)OC(C(C)C1=NC=NO1)=O)(F)F